CN(C1=CC=C(S1)\C=C/1\C(=NOC1=O)CC(=O)OCCCC)C butyl (Z)-2-(4-((5-(dimethylamino)thiophen-2-yl)methylene)-5-oxo-4,5-dihydroisoxazol-3-yl)acetate